ClC=1C=CC(=C(C(=O)O)C1)NC1=C(C=NC2=CC(=C(C=C12)Cl)F)S(=O)(=O)N1CCSCC1 5-chloro-2-[(6-chloro-7-fluoro-3-thiomorpholinosulfonyl-4-quinolyl)amino]benzoic acid